(S)-N-(5-(7-amino-2-(1-cyclopropylethyl)-1-oxoisoindol-5-yl)-1-methyl-1H-pyrazol-3-yl)acetamide NC=1C=C(C=C2CN(C(C12)=O)[C@@H](C)C1CC1)C1=CC(=NN1C)NC(C)=O